[Si](C)(C)(C(C)(C)C)O[C@H]1[C@@H](O[C@@H]([C@H]1O[Si](C)(C)C(C)(C)C)CSCC1=C(C=NN1C)C1=CC=CC=C1)N1C=CC2=C1N=CN=C2N 7-((2R,3R,4R,5S)-3,4-bis((tert-Butyldimethylsilyl)oxy)-5-((((1-methyl-4-phenyl-1H-pyrazol-5-yl)methyl)thio)methyl)tetrahydrofuran-2-yl)-7H-pyrrolo[2,3-d]pyrimidin-4-amine